C(#N)C1=CC=C(C=C1)C(CNC(=O)C1CCN(CC12CC2)C=2C1=C(N=CN2)NC=C1)O N-[2-(4-cyanophenyl)-2-hydroxy-ethyl]-5-(7H-pyrrolo[2,3-d]pyrimidin-4-yl)-5-azaspiro[2.5]octane-8-carboxamide